nickel-iron nitrate [N+](=O)([O-])[O-].[Fe+2].[Ni+2].[N+](=O)([O-])[O-].[N+](=O)([O-])[O-].[N+](=O)([O-])[O-]